C(C1=CC=CC=C1)OC1=C2C3=C(NC2=CC=C1)C=NC(=C3COC)C(=O)NC 5-(benzyloxy)-4-(methoxymethyl)-N-methyl-9H-pyrido[3,4-b]indole-3-carboxamide